2-oxo-2,3-dihydrobenzo[d]oxazol-4-carboxylic acid O=C1OC=2C(N1)=C(C=CC2)C(=O)O